2-[[6-(7,8-dimethyl-[1,2,4]triazolo[4,3-b]pyridazin-6-yl)-7,8-dihydro-5H-1,6-naphthyridin-3-yl]amino]benzonitrile CC1=C(C=2N(N=C1N1CC=3C=C(C=NC3CC1)NC1=C(C#N)C=CC=C1)C=NN2)C